C(C)(C)(C)OC(=O)N1CC=2C(CC1(C)C)=NN(C2C2=C(C=C(C(=C2)F)[N+](=O)[O-])F)C2=C(C=CC=C2CC)CC 2-(2,6-diethylphenyl)-3-(2,5-difluoro-4-nitrophenyl)-6,6-dimethyl-2,4,6,7-tetrahydro-5H-pyrazolo[4,3-C]pyridine-5-carboxylic acid tert-butyl ester